1-(1H-Benzo[d]imidazol-5-yl)-5-(2,4-dihydroxyphenyl)imidazolidin-2-on N1C=NC2=C1C=CC(=C2)N2C(NCC2C2=C(C=C(C=C2)O)O)=O